1-[(4-methoxyphenyl)methyl]-3-methyl-pyrrolidine-2,5-dione COC1=CC=C(C=C1)CN1C(C(CC1=O)C)=O